C(#N)C=1C=NN2C1C(=CC(=C2)C2=CC=C(C=C2)N2CCN(CC2)C(=O)OC(C)(C)C)C=2C=NC(=CC2)N2CCN(CC2)CC2=NC=CC=C2 tert-butyl 4-[4-[3-cyano-4-[6-[4-(2-pyridylmethyl)piperazin-1-yl]-3-pyridyl]pyrazolo[1,5-a]pyridin-6-yl]phenyl]piperazine-1-carboxylate